(S)-2'-chloro-6'-(5-chloro-6-fluoro-1H-1,3-benzodiazol-2-yl)-4-{[(1R)-1-phenylbutyl]carbamoyl}-[1,1'-biphenyl]-2-carboxylic acid ClC1=C(C(=CC=C1)C1=NC2=C(N1)C=C(C(=C2)Cl)F)C=2C(=CC(=CC2)C(N[C@H](CCC)C2=CC=CC=C2)=O)C(=O)O